CC1(CC(C1)NC1=NN2C(C=N1)=C(C=C2)C2=CC=1C(=NC=CN1)N=C2)O cis-1-methyl-3-((5-(pyrido[2,3-b]pyrazin-7-yl)pyrrolo[2,1-f][1,2,4]triazin-2-yl)amino)cyclobutan-1-ol